4-fluoro-phenylethyl-amine FC1=CC=C(C=C1)CCN